C1(\C=C\CCCCCCCCCCCCC)C(=O)OC1=O trans-2-hexadecene-1,1-dicarboxylic anhydride